C(C)C1=C(C(=CC=C1)CC)N1N=C2C(CN(CC2)C2=NC=C(C=N2)C(F)(F)F)=C1C1=C2C=CNC2=C(C(=C1)F)OC 2-(2,6-diethylphenyl)-3-(6-fluoro-7-methoxy-1H-indol-4-yl)-5-(5-(trifluoromethyl)pyrimidin-2-yl)-4,5,6,7-tetrahydro-2H-pyrazolo[4,3-c]Pyridine